ClC1=CC=C(CNC(=O)C2=NN(C=3C(N(CCC32)CC3(CC3)S(NC)(=O)=O)=O)C)C=C1 N-(4-Chlorobenzyl)-1-methyl-6-((1-(N-methylsulfamoyl)cyclopropyl)methyl)-7-oxo-4,5,6,7-tetrahydro-1H-pyrazolo[3,4-c]pyridine-3-carboxamide